1-(4-(1,3-dioxolan-2-yl)phenyl)-3-fluoro-1H-pyrazole O1C(OCC1)C1=CC=C(C=C1)N1N=C(C=C1)F